C[C@H]1[C@@H](C[C@H]([C@@H](O1)O[C@H](C)CCCCCC(=O)O)O)OC(=O)C2=CNC3=CC=CC=C32 The molecule is a 4-O-(1H-indol-3-ylcarbonyl)ascaroside derived from (7R)-7-hydroxyoctanoic acid. It is a metabolite of the nematode Caenorhabditis elegans. It has a role as a Caenorhabditis elegans metabolite. It is a 4-O-(1H-indol-3-ylcarbonyl)ascaroside, a monocarboxylic acid and an (omega-1)-hydroxy fatty acid ascaroside. It derives from an ascr#14 and a (7R)-7-hydroxyoctanoic acid.